N-{(1S)-1-cyano-2-[(3S)-2-oxopiperidin-3-yl]ethyl}-3-cyclopropyl-N2-[(1R,2R)-2-phenylcyclopropane-1-carbonyl]-L-alaninamide C(#N)[C@H](C[C@H]1C(NCCC1)=O)NC([C@@H](NC(=O)[C@H]1[C@@H](C1)C1=CC=CC=C1)CC1CC1)=O